3-pyrimidinol N=1CN(C=CC1)O